(1S,3S,5S)-3-(difluoromethyl)-2-[(1s,3s)-3-fluorocyclobutancarbonyl]-1-({2,3',5'-trifluoro-[1,1'-biphenyl]-3-yl}methyl)-9-oxa-2,6-diazaspiro[4.5]decan-7-one FC([C@H]1N([C@H]([C@]2(C1)NC(COC2)=O)CC=2C(=C(C=CC2)C2=CC(=CC(=C2)F)F)F)C(=O)C2CC(C2)F)F